triazacyclotridecyne C1#CNNNCCCCCCCC1